N1NC=C2C1=CC=C2 dihydrocyclopenta[c]pyrazol